tert-butyl (1s,5R)-4-cyano-1-(5-chloro-2-fluorophenyl)-3-azabicyclo[3.1.0]hexane-3-carboxylate C(#N)C1N(C[C@]2(C[C@@H]12)C1=C(C=CC(=C1)Cl)F)C(=O)OC(C)(C)C